C[C@]12CCC3[C@@H](CC[C@H]4[C@H]([C@H](O[C@@H]([C@@]34OO1)O2)OCCOC2=C(C=CC=C2)NC(C)=O)C)C N-(2-(2-(((3R,6R,8aS,9R,10S,12R,12aR)-3,6,9-Trimethyldecahydro-12H-3,12-epoxy[1,2]dioxepino[4,3-i]isochromen-10-yl)oxy)ethoxy)phenyl)acetamide